C(=O)(O)C1(CC1)CCCCCCCOCCCCCCC1CC1 1-(6-((7-(1-carboxycyclopropyl)heptyl)oxy)hexyl)cyclopropane